N-(2-fluoro-4-(2-(((3S,5S)-5-fluoro-piperidin-3-yl)amino)-8-iso-propylpyrido[3,2-d]pyrimidin-6-yl)phenyl)pyrrolidine-1-sulfonamide FC1=C(C=CC(=C1)C=1C=C(C=2N=C(N=CC2N1)N[C@@H]1CNC[C@H](C1)F)C(C)C)NS(=O)(=O)N1CCCC1